C(CC#C)OC1CCN(CC1)C(=O)OC(C)(C)C tert-butyl 4-(but-3-yn-1-yloxy)piperidine-1-carboxylate